2,5-dipyridyl-pyrrole N1=C(C=CC=C1)C=1NC(=CC1)C1=NC=CC=C1